FC(C(=O)O)(F)F.CC1CC2(NC(C1)C2)C2=NC=CC=N2 cis-3-methyl-1-(pyrimidin-2-yl)-6-azabicyclo[3.1.1]heptane trifluoroacetate